CC1=CC2=C(NC(=N2)C(C)=O)C=C1C 1-(5,6-Dimethyl-1H-benzo[d]imidazol-2-yl)ethan-1-one